C1(=CC=CC=C1)NS(=O)(=O)C=1C=C(C=CC1)C=CC(=O)N 3-(3-phenylaminosulfonylphenyl)acrylamide